eicosyl-dimethylamine C(CCCCCCCCCCCCCCCCCCC)N(C)C